2-(benzhydrylideneamino)-2-(7,8-dihydro-6H-pyrano[2,3-b]pyrazin-3-yl)acetamide C(C1=CC=CC=C1)(C1=CC=CC=C1)=NC(C(=O)N)C1=CN=C2C(=N1)OCCC2